FC(C1=CC=C(OC2OC3=CC=CC=C3C(C2)N)C=C1)(F)F (4-(trifluoromethyl)phenoxy)chroman-4-amine